1-((1R,2S,4S)-bicyclo[2.2.1]hept-2-yl)isoquinoline [C@@H]12[C@H](C[C@@H](CC1)C2)C2=NC=CC1=CC=CC=C21